C(C)(C)(C)C=1C=C(C=C(C1O)C(C)(C)C)NC(OCCCCCCCC)=O octyl N-(3,5-di-tert-butyl-4-hydroxyphenyl)-carbamate